C1(=CC=CC=C1)N(C(O)=O)C=1C=C2C=CN=CC2=CC1.C1(=CC=CC=C1)OC(NC=1C=C2C=CN=CC2=CC1)=O isoquinolin-6-yl-carbamic acid phenyl ester (phenyl isoquinolin-6-yl carbamate)